C(C)(C)OC([C@H](CC1=CC=CC=C1)N(C)C(=O)Cl)=O (2S)-2-[chlorocarbonyl-(methyl)amino]-3-phenyl-propionic acid isopropyl ester